CC1NCOC12CCN(CC2)C(=O)OC(C)(C)C tert-butyl {4-methyl-1-oxa-3,8-diazaspiro[4.5]decan-8-yl}formate